COC(=O)C1=C(NC(=C1)C1=C2C(=NC=C1)N(C=C2)S(=O)(=O)C2=CC=CC=C2)Br 2-bromo-5-[1-(benzenesulfonyl)-1H-pyrrolo[2,3-b]pyridin-4-yl]-1H-pyrrole-3-carboxylic acid methyl ester